N1(CCCCCC1)C1(C=NC2=CC=CC=C2)CC=CC=C1 (1-hexamethyleneimino)benzylideneaniline